S(=O)(C1=CC=C(C=C1)N)(=O)[O-].[La+3].S(=O)(C1=CC=C(C=C1)N)(=O)[O-].S(=O)(C1=CC=C(C=C1)N)(=O)[O-] lanthanum sulfanilate